C1(CC1)C1=C2C=CN(C(C2=CN=C1)=O)CC=1N=C2N(C=C(C=C2)C)C1 5-cyclopropyl-2-({6-methylimidazo[1,2-a]pyridin-2-yl}methyl)-1,2-dihydro-2,7-naphthyridin-1-one